N-(6-chloro-4-methoxypyridin-3-yl)-3-(2-isopropylphenyl)-1-(oxetane-3-carbonyl)azetidine-3-carboxamide ClC1=CC(=C(C=N1)NC(=O)C1(CN(C1)C(=O)C1COC1)C1=C(C=CC=C1)C(C)C)OC